ClC1=CC2=C(N=CN(C2=O)CC2(CCN(CC2)C(=O)C2(CC2)C)O)N1C1=CC(=C(C=C1)OC)OC 6-Chloro-7-(3,4-dimethoxyphenyl)-3-((4-hydroxy-1-(1-methylcyclopropane-1-carbonyl)piperidin-4-yl)methyl)-3,7-dihydro-4H-pyrrolo[2,3-d]pyrimidin-4-one